CN1CCC(CC1)(O)C1=NC(=C(N=C1C)C)C (1-methyl-4-hydroxy-piperidin-4-yl)-(3,5,6-trimethylpyrazine)